tert-butyl (s)-2-((4-methyl-2-nitro-5-((1-(7-(((trifluoromethyl)sulfonyl)oxy) quinolin-5-yl)cyclopropyl)carbamoyl)phenoxy)methyl)azetidine-1-carboxylate CC1=CC(=C(OC[C@H]2N(CC2)C(=O)OC(C)(C)C)C=C1C(NC1(CC1)C1=C2C=CC=NC2=CC(=C1)OS(=O)(=O)C(F)(F)F)=O)[N+](=O)[O-]